C(#C)C=1SC=C(N1)C(=O)NCCC1=CC(=CC=C1)C=1C2=CN(N=C2C=CC1)C 2-Ethynyl-N-(3-(2-methyl-2H-indazol-4-yl)phenethyl)thiazole-4-carboxamide